tert-butyl (2S)-2-((4-(2-(4-((2-(1-hydroxylethyl)pyrimidin-5-yl)oxy)phenyl) propan-2-yl)phenoxy)methyl)azetidin-1-carboxylate OC(C)C1=NC=C(C=N1)OC1=CC=C(C=C1)C(C)(C)C1=CC=C(OC[C@H]2N(CC2)C(=O)OC(C)(C)C)C=C1